ClC1=C(C=CC=C1)CN1N=C(C=C1C=1C=C2C=NN(C2=CC1)C)COC(C(=O)O)(C)C 2-([1-[(2-Chlorophenyl)methyl]-5-(1-methyl-1H-indazol-5-yl)-1H-pyrazol-3-yl]methoxy)-2-methylpropanoic acid